5-chloro-7-[(2,4-difluoro-3-{2-[(1-methylpiperidin-4-yl)amino]quinazolin-6-yl}phenyl)sulfamoyl]-2,3-dihydro-1-benzofuran-3-yl acetate C(C)(=O)OC1COC2=C1C=C(C=C2S(NC2=C(C(=C(C=C2)F)C=2C=C1C=NC(=NC1=CC2)NC2CCN(CC2)C)F)(=O)=O)Cl